FC(C1=C(CN=[N+]=[N-])C=CC=C1)(F)F 2-trifluoromethyl-benzyl azide